ethyl 2-(4-(tert-butoxycarbonyl)cyclohexyl)thiazole-4-carboxylate C(C)(C)(C)OC(=O)C1CCC(CC1)C=1SC=C(N1)C(=O)OCC